[2-(4-formylcyclohexyl)-6-methoxy-indazol-5-yl]-2-(trifluoromethyl)pyrimidine-4-carboxylic acid C(=O)C1CCC(CC1)N1N=C2C=C(C(=CC2=C1)C=1C(=NC(=NC1)C(F)(F)F)C(=O)O)OC